FC1C(CCCC1)P(OC)(OCC(F)(F)F)=O methyl (2,2,2-trifluoroethyl) (2-fluorocyclohexyl)phosphonate